3-((2,6-dioxopiperidin-3-yl)oxy)benzenesulfonyl fluoride O=C1NC(CCC1OC=1C=C(C=CC1)S(=O)(=O)F)=O